N-[5-(2,2-difluoroethyl)-4,6-dimethoxy-pyrimidin-2-yl]-6-ethyl-7-keto-1H-pyrrolo[2,3-c]pyridine-3-sulfonamide FC(CC=1C(=NC(=NC1OC)NS(=O)(=O)C1=CNC=2C(N(C=CC21)CC)=O)OC)F